S1C(=NC2=C1C=CC=C2)C2N(CC(C2)O)C(C(C(C)C)N2N=NC(=C2)C(=O)N)=O 1-(1-(2-(benzo[d]thiazol-2-yl)-4-hydroxypyrrolidin-1-yl)-3-methyl-1-oxobutan-2-yl)-1H-1,2,3-triazole-4-carboxamide